COC(=O)C=1C=CC2=C(NC(=N2)CC2=C(C=C(C(=C2)F)Br)F)C1 2-(4-bromo-2,5-difluorobenzyl)-1H-benzo[d]Imidazole-6-carboxylic acid methyl ester